F[P-](F)(F)(F)(F)F.N1(N=NC2=C1N=CC=C2)O[P+](N(C)C)(N(C)C)N(C)C (7-azabenzotriazol-1-yloxy)-tris-(dimethylamino)-phosphonium hexafluorophosphate